N-(1'-(2-((1r,3r)-3-fluorocyclobutoxy)-6-methylpyrimidin-4-yl)-1',2'-dihydrospiro[cyclopropane-1,3'-pyrrolo[3,2-c]pyridin]-6'-yl)acetamide FC1CC(C1)OC1=NC(=CC(=N1)N1CC2(C=3C=NC(=CC31)NC(C)=O)CC2)C